N1C=CC2=CC=CC(=C12)NC(=O)C1=CC=CC(=N1)C1=NC=CC=C1 N-(1H-indol-7-yl)-[2,2'-bipyridine]-6-carboxamide